(S)-8-benzyl-3-(2-((tert-butyldimethylsilyl)oxy)ethyl)-1-oxo-2,8-diazaspiro[4.5]decane-2-carboxylic acid tert-butyl ester C(C)(C)(C)OC(=O)N1C(C2(C[C@H]1CCO[Si](C)(C)C(C)(C)C)CCN(CC2)CC2=CC=CC=C2)=O